3-methyl-1-(3-pyridylmethyl)-6-[3-(trifluoromethyl)phenyl]imidazo[4,5-b]pyridin-2-one CN1C(N(C=2C1=NC=C(C2)C2=CC(=CC=C2)C(F)(F)F)CC=2C=NC=CC2)=O